C1(CCCC1)CN1[C@H](C[C@@H](CC1)CC1=CC=2N(C=C1)N=CC2N2C(NC(CC2)=O)=O)C 1-(5-(((2S,4R)-1-(cyclopentylmethyl)-2-methylpiperidin-4-yl)methyl)pyrazolo[1,5-a]pyridin-3-yl)dihydropyrimidine-2,4(1H,3H)-dione